hexahydro-tetramethyl-phthalic anhydride CC1(C2(C(C(=O)OC2=O)(CCC1)C)C)C